n-octadecyl-3-(3,5-di-t-butyl-4-hydroxyphenyl)-propionate C(CCCCCCCCCCCCCCCCC)OC(CCC1=CC(=C(C(=C1)C(C)(C)C)O)C(C)(C)C)=O